C(C1=CC=CC=C1)OC1=C2C(=NC=N1)N(N=C2)C2=C(C=C(C(=C2)C)[N+](=O)[O-])F 4-benzyloxy-1-(2-fluoro-5-methyl-4-nitro-phenyl)pyrazolo[3,4-d]pyrimidine